C(CCCCCC)OC1=CC=C(C(C(=O)O)=C1)O 5-n-heptyl-oxysalicylic acid